6,6-dimethyl-3-((7-(4-methyl-3-(piperazin-2-ylmethyl)-6-(trifluoromethyl)pyridin-2-yl)thieno[3,2-b]pyridin-2-yl)methyl)-3-azabicyclo[3.1.0]hexane-2,4-dione hydrochloride Cl.CC1(C2C(N(C(C12)=O)CC1=CC2=NC=CC(=C2S1)C1=NC(=CC(=C1CC1NCCNC1)C)C(F)(F)F)=O)C